C(C1=CC=CC=C1)[C@H]1NC1 (R)-2-benzylethylenimine